BrC1=CC=C(C=C1)OC(C)C 1-bromo-4-[(prop-2-yl)oxy]benzene